12-[4-[4-[(2,6-dioxo-3-piperidyl)amino]phenyl]-1-piperidyl]-12-oxo-dodecanoic acid O=C1NC(CCC1NC1=CC=C(C=C1)C1CCN(CC1)C(CCCCCCCCCCC(=O)O)=O)=O